C(C)(=O)C1=C(C2=C(N=C(N=C2)NC2=NC=C(C=C2)N2CC3=CC=C(C=C3CC2)CCl)N(C1=O)C1CCCC1)C 6-acetyl-2-[[5-[6-(chloromethyl)-3,4-dihydro-1H-isoquinolin-2-yl]-2-pyridyl]amino]-8-cyclopentyl-5-methyl-pyrido[2,3-d]pyrimidin-7-one